(S)-8-(4,4-difluorocyclohex-1-en-1-yl)-N-(1-methoxypropan-2-yl)quinoline-3-carboxamide FC1(CC=C(CC1)C=1C=CC=C2C=C(C=NC12)C(=O)N[C@H](COC)C)F